3-(3-aminopropoxy)propylamine NCCCOCCCN